FC1=CN=C2N1N=C(C=C2C2=CNC1=CC=CC=C21)NC2CNCCC2 3-fluoro-8-(1H-indol-3-yl)-N-(piperidin-3-yl)imidazo[1,2-b]pyridazin-6-amine